4-chloro-N-((1S,2R)-2-(6-fluoro-3-(6-methoxypyridin-3-yl)-2-methylphenyl)-1-(5-oxo-4,5-dihydro-1,3,4-oxadiazol-2-yl)propyl)-2-methoxybenzenesulfonamide ClC1=CC(=C(C=C1)S(=O)(=O)N[C@@H]([C@H](C)C1=C(C(=CC=C1F)C=1C=NC(=CC1)OC)C)C=1OC(NN1)=O)OC